OC(C(=O)N1C2CN(CC1C2)C2=NN=C(S2)C=2C(=CC(=NC2)C2=CC=C1N2N=CC(=C1)C#N)NC1(COC1)C)(C)C 7-(5-(5-(6-(2-hydroxy-2-methyl-propanoyl)-3,6-diazabicyclo[3.1.1]heptan-3-yl)-1,3,4-thiadiazol-2-yl)-4-((3-methyloxetan-3-yl)amino)pyridin-2-yl)pyrrolo[1,2-b]pyridazine-3-carbonitrile